1'-(4-methyltetrahydro-2H-pyran-4-carbonyl)-1-((1s,3s)-3-(piperidin-1-yl)cyclobutyl)spiro[indoline-3,4'-piperidine]-2-one CC1(CCOCC1)C(=O)N1CCC2(CC1)C(N(C1=CC=CC=C12)C1CC(C1)N1CCCCC1)=O